3-(5-(3-(4-(oxetan-3-yl)phenyl)-2-oxoimidazolidin-1-yl)-1-oxoisoindolin-2-yl)piperidine-2,6-dione O1CC(C1)C1=CC=C(C=C1)N1C(N(CC1)C=1C=C2CN(C(C2=CC1)=O)C1C(NC(CC1)=O)=O)=O